4'-Bromo-2-phenylacetophenone BrC1=CC=C(C=C1)C(CC1=CC=CC=C1)=O